FC1=C(C=CC=2C(N(C(OC21)=O)CC2=C(C(=CC=C2)NS(NC)(=O)=O)F)C)OC=2N=NC=CC2 8-fluoro-3-({2-fluoro-3-[(methylsulfamoyl)amino]phenyl}methyl)-4-methyl-7-(pyridazin-3-yloxy)-3,4-dihydro-2H-1,3-benzoxazin-2-one